[Cl-].C(CCCCCCCCCCCCCCCCC)[N+](C)(C)CCCCCCCCCCCCCCCCCC di(octadecyl)dimethyl-ammonium chloride